NCC(=O)[O-].NCC(=O)[O-].[Zn+2] zinc diglycinate